4-phenyl-2-(4-methylphenyl)-6-(trifluoromethyl)pyridine C1(=CC=CC=C1)C1=CC(=NC(=C1)C(F)(F)F)C1=CC=C(C=C1)C